N-(6-((8''-methyl-1'',5''-dioxo-1'',5''-dihydro-2''H-dispiro[cyclobutane-1,1'-cyclobutane-3',3''-imidazo[1,5-a]pyridin]-6''-yl)amino)pyrimidin-4-yl)cyclopropanecarboxamide CC1=C2N(C(C(=C1)NC1=CC(=NC=N1)NC(=O)C1CC1)=O)C1(NC2=O)CC2(C1)CCC2